4-Chloro-2-phenylthiazole-5-carbonitrile ClC=1N=C(SC1C#N)C1=CC=CC=C1